FC1(CN2C=3C(=C(SC3C(N[C@@H](C2)CC(=O)OC)=O)C=2C=NNC2)C1)F methyl (R)-2-(4,4-difluoro-9-oxo-2-(1H-pyrazol-4-yl)-4,5,6,7,8,9-hexahydro-3H-1-thia-5a,8-diazabenzo[cd]azulen-7-yl)acetate